CN(C1CCN(CC1)C1=CC=C(C=C1)C1=CC(=CC=C1)C(=O)N[C@@H](C=1NC2=CC=CC=C2C1)C1=C(C=CC(=C1)F)OC)C (R)-4'-(4-(dimethylamino)piperidine-1-yl)-N-((5-fluoro-2-methoxyphenyl)(1H-indole-2-yl)methyl)-[1,1'-biphenyl]-3-carboxamide